4-(((S)-2-fluoro-3-methoxypropyl)(4-(5,6,7,8-tetrahydro-1,8-naphthyridin-2-yl)butyl)amino)butanoic acid F[C@@H](CN(CCCC(=O)O)CCCCC1=NC=2NCCCC2C=C1)COC